N1=CC=CC2=CC=C3C=CCN(C3=C12)CO 10-phenanthrolinemethanol